4-[benzyl-(methyl)amino]-5-chloro-2-(2-fluoro-4-pyridinyl)-1H-pyrimidin-6-one C(C1=CC=CC=C1)N(C=1N=C(NC(C1Cl)=O)C1=CC(=NC=C1)F)C